[Cl-].[Li+].[Cl-].CC1(N(C(CCC1)(C)C)[Zn+])C 2,2,6,6-tetramethylpiperidinylzinc chloride lithium chloride